4-[5-(4-aminopiperidin-1-yl)-1-(4-methylphenyl)-1H-pyrazol-3-yl]-2-fluorobenzonitrile NC1CCN(CC1)C1=CC(=NN1C1=CC=C(C=C1)C)C1=CC(=C(C#N)C=C1)F